butynol CCC#CO